2-(methylthio)-N-(4-(pyridin-2-yl)benzyl)pyrazolo[1,5-a][1,3,5]triazin-4-amine CSC1=NC=2N(C(=N1)NCC1=CC=C(C=C1)C1=NC=CC=C1)N=CC2